ClC1=C(C=CC=C1)C1=NC=2N(C(NC(C2N1C1=CC=C(C=C1)Cl)=O)=O)COCC[Si](C)(C)C 8-(2-chlorophenyl)-7-(4-chlorophenyl)-3-[[2-(trimethylsilyl)ethoxy]methyl]-2,3,6,7-tetrahydro-1H-purine-2,6-dione